((1r,3s)-3-aminocyclopentyl)methanone N[C@@H]1C[C@@H](CC1)C=O